3-Ethyl-5-methyl-2-(acetoxymethyl)-4-(2-(1,2-difluoroethyl)-3-fluorophenyl)-6-(fluoromethyl)-1,4-dihydropyridine-3,5-dicarboxylate C(C)C1(C(NC(C(C1C1=C(C(=CC=C1)F)C(CF)F)(C(=O)[O-])C)CF)COC(C)=O)C(=O)[O-]